(2S)-2-(benzylamino)butan-1-ol C(C1=CC=CC=C1)N[C@H](CO)CC